C1(CC1)CN1CC2(C1)CC(C2)N2CCC(CC2)C2CCC=1N(C2)C=C(N1)C1=CC(=C(C=C1)OC)OC 6-(1-(2-(cyclopropylmethyl)-2-azaspiro[3.3]hept-6-yl)piperidin-4-yl)-2-(3,4-dimethoxyphenyl)-5,6,7,8-tetrahydroimidazo[1,2-a]pyridine